1-(PYRIDIN-2-YLMETHYL)-1H-PYRAZOL-4-YLBORONIC ACID N1=C(C=CC=C1)CN1N=CC(=C1)B(O)O